FC(C=1C=C(C=CC1)C1=NN=C2N1C=C(C=C2)N[C@@H]2CC[C@H](CC2)O)(F)F 4-((3-(3-(Trifluoromethyl)phenyl)-[1,2,4]triazolo[4,3-a]pyridin-6-yl)amino)-trans-cyclohexanol